ethyl 9-[6-(4-acetylpiperazin-1-yl) pyridin-3-yl]-6-tert-butyl-10-methoxy-2-oxo-6,7-dihydro-2H-pyrido[2,1-a]isoquinoline-3-carboxylate C(C)(=O)N1CCN(CC1)C1=CC=C(C=N1)C=1C=C2CC(N3C(C2=CC1OC)=CC(C(=C3)C(=O)OCC)=O)C(C)(C)C